Ethyl 3-cyclohexyl-1-ethyl-2,4-dioxo-1,2,3,4-tetrahydropyrimidine-5-carboxylate C1(CCCCC1)N1C(N(C=C(C1=O)C(=O)OCC)CC)=O